FC1=CC=C(C=C1)CCC(C[N+](=O)[O-])=O 4-(4-fluorophenyl)-1-nitro-butan-2-one